CN1N=CC(=C1)NC1=NC=C(C(=N1)NC1=CC=CC(=N1)NC(C=C)=O)C1=CC=C(C=C1)C(F)(F)F N-(6-((2-((1-methyl-1H-pyrazol-4-yl)amino)-5-(4-(trifluoromethyl)phenyl)pyrimidin-4-yl)amino)pyridin-2-yl)acrylamide